FC1([C@@H](C1)NC(C1=C(C=C(C=C1OC)C=1N(N=C2C=C(C=C(C12)C(F)F)C=1C=NN(C1)CC[C@@H](C)O)C)OC(F)F)=O)F N-[(1R)-2,2-difluorocyclopropyl]-2-(difluoromethoxy)-4-[4-(difluoromethyl)-6-[1-[(3R)-3-hydroxybutyl]pyrazol-4-yl]-2-methylindazol-3-yl]-6-methoxybenzamide